6-(4-hydroxy-6-methyl-2,3-dihydrobenzofuran-5-yl)-4-methyl-1,2,4-triazin-5-one OC1=C(C(=CC2=C1CCO2)C)C=2C(N(C=NN2)C)=O